3-[3-(1,3-benzodioxol-5-yl)-1H-pyrazol-5-yl]-5-fluoropyridine O1COC2=C1C=CC(=C2)C2=NNC(=C2)C=2C=NC=C(C2)F